FC1=C2C=NN(C2=CC=C1OC)S(=O)(=O)C1=CC=C(C)C=C1 4-fluoro-5-methoxy-1-tosyl-1H-indazole